methyl 2-hydroxy-4-(N-isobutyl-4-phenoxyphenylsulfonamido)benzoate OC1=C(C(=O)OC)C=CC(=C1)N(S(=O)(=O)C1=CC=C(C=C1)OC1=CC=CC=C1)CC(C)C